rel-tert-butyl ((4-((5-((1R,3S)-3-((4-cyclopropylisothiazol-3-yl)oxy)cyclopentyl)pyrimidin-2-yl)amino)phenyl)sulfonyl)carbamate C1(CC1)C=1C(=NSC1)O[C@@H]1C[C@@H](CC1)C=1C=NC(=NC1)NC1=CC=C(C=C1)S(=O)(=O)NC(OC(C)(C)C)=O |o1:9,11|